CC(CCO)(CCC)O 3-methyl-1,3-hexanediol